Perfluoro-1-pentanesulfonate FC(C(C(C(C(F)(F)F)(F)F)(F)F)(F)F)(S(=O)(=O)[O-])F